ClC1=C(C(=O)NCC(=O)N[C@@H](CC(C)C)B2OC[C@H](SCC(O2)=O)C)C=C(C=C1)Cl 2,5-dichloro-N-(2-(((R)-3-methyl-1-((R)-7-methyl-4-oxo-1,3,6,2-dioxathiaborocan-2-yl)butyl)amino)-2-oxoethyl)benzamide